5-fluoro-N-(4-(4-(2-hydroxypropan-2-yl)bicyclo[2.2.2]octan-1-yl)phenyl)isoindoline-2-carboxamide FC=1C=C2CN(CC2=CC1)C(=O)NC1=CC=C(C=C1)C12CCC(CC1)(CC2)C(C)(C)O